CC1=CC(=NC=C1C(C)C)NC(=O)N1[C@H](CCC1)C(=O)NC=1C=CC(=NC1)C1=CC=C(C(=O)O)C=C1 4-{5-[(1-{[4-methyl-5-(propan-2-yl)pyridin-2-yl]carbamoyl}-D-prolyl)amino]pyridin-2-yl}benzoic acid